octatetracontane CCCCCCCCCCCCCCCCCCCCCCCCCCCCCCCCCCCCCCCCCCCCCCCC